C(CCCC=O)=O 1,5-pentanedial